4-(((3-amino-6-chloropyridin-2-yl)amino)methyl)tetrahydro-2H-pyran-4-ol NC=1C(=NC(=CC1)Cl)NCC1(CCOCC1)O